C(C)(C)C=1C=C(C=C(C1N1C=NC2=C1C=CC=C2)C(C)C)C2=CC=CC=C2 1-(3,5-diisopropyl-[1,1'-biphenyl]-4-yl)-1H-benzo[d]imidazole